4-Ethyl-3-(N-(5-(1-methyl-1,2,3-triazol-5-yl)-2-(piperidin-1-yl)phenyl)sulfamoyl)benzoic acid C(C)C1=C(C=C(C(=O)O)C=C1)S(NC1=C(C=CC(=C1)C1=CN=NN1C)N1CCCCC1)(=O)=O